ethyl (S)-3-(3-(4-hydroxy-1,6-dimethyl-2-oxo-1,2-dihydropyridin-3-yl)ureido)-3-(6-methyl-3'-(trifluoromethoxy)biphenyl-3-yl)propanoate OC1=C(C(N(C(=C1)C)C)=O)NC(N[C@@H](CC(=O)OCC)C=1C=C(C(=CC1)C)C1=CC(=CC=C1)OC(F)(F)F)=O